FC=1C=C(C(=O)NC2=CC=C(C=C2)C=2C=NN(C2)C)C=C(C1O)C=O 3-fluoro-5-formyl-4-hydroxy-N-(4-(1-methyl-1H-pyrazol-4-yl)phenyl)benzamide